C1OC=2C=C(C=CC2O1)N1C=C(C2=CC=CC=C12)C(=O)N (3,4-methylenedioxyphenyl)-1H-indole-3-carboxamide